[Fe].C1(=CC=CC=C1)OC1=CC=CC=C1 diphenylether iron